CNC(=O)C=1C=C(C=CC1)NC(=O)C=1OC(=CC1)[N+](=O)[O-] N-(3-(methylcarbamoyl)phenyl)-5-nitrofuran-2-carboxamide